C(C1=CC=CC=C1)N1C(=NC(=C1)C1=C(C=CC(=C1)F)F)[C@@H](C(C)(C)C)N(CC[C@H](NC(OC(C)(C)C)=O)C(=O)OC(C)(C)C)C(CSCCOCCOCCOCCOCCC)=O (6S)-9-{(1R)-1-[1-Benzyl-4-(2,5-difluorophenyl)-1H-imidazol-2-yl]-2,2-dimethylpropyl}-6-(tert-butoxycarbonyl)-2,2-dimethyl-4,10-dioxo-3,15,18,21,24-pentaoxa-12-thia-5,9-diazaheptacosan